NC=1C(=NC=CN1)NC1=CC=C(C(=O)OC)C=C1 methyl 4-((3-aminopyrazin-2-yl)amino)benzoate